1-bromo-2-chloro-4-isopropenyl-benzene BrC1=C(C=C(C=C1)C(=C)C)Cl